ClC=1C(=C(C=CC1)CNC(CN(C(CN1N=C(C2=CC(=CC=C12)NC(=O)NC1=CC=CC=C1)C(=O)N)=O)C(C)C)=O)F 1-(2-((2-((3-chloro-2-fluorophenylmethyl)amino)-2-oxoethyl)(isopropyl)amino)-2-oxoethyl)-5-(3-phenylureido)-1H-indazole-3-carboxamide